2-(chloromethyl)-6-cyclopropyl-[1,2,4]triazolo[1,5-a]pyrimidine ClCC1=NN2C(N=CC(=C2)C2CC2)=N1